N-(3-chloro-5-(methylsulfonamido)phenyl)-4-(3-fluoro-5-(3-(trifluoromethyl)azetidin-1-yl)pyridin-2-yl)-5-methylthiophene-2-carboxamide ClC=1C=C(C=C(C1)NS(=O)(=O)C)NC(=O)C=1SC(=C(C1)C1=NC=C(C=C1F)N1CC(C1)C(F)(F)F)C